CC=1C(=NN(N1)C1CCN(CC1)C)NC1=NC=C(C(=N1)NCCCN1C(COCCC1)=O)C(F)(F)F 4-(3-((2-((5-Methyl-2-(1-methylpiperidin-4-yl)-2H-1,2,3-triazol-4-yl)amino)-5-(trifluoromethyl)pyrimidin-4-yl)amino)propyl)-1,4-oxazepan-3-on